N1(N=NC=C1)C[C@H]1O[C@@H]([C@@H]([C@H]([C@H]1O)O)N)OCC=C (2R,3R,4R,5R,6S)-2-((1H-1,2,3-triazol-1-yl)methyl)-6-(allyloxy)-5-aminotetrahydro-2H-pyran-3,4-diol